CC(C#CC(=O)O)CCCC.C(C#CCCCCC)(=O)OC methyl 2-octynoate (methyl 2-octynate)